5-(acetoxy)-4-(2,5-dimethyl-3-benzofuranyl)-2,6-dimethyl-3(2H)-pyridazinone C(C)(=O)OC1=C(C(N(N=C1C)C)=O)C1=C(OC2=C1C=C(C=C2)C)C